2-(1,3-dimethyl-8-(methylthio)-2,6-dioxo-2,3-dihydro-1H-purin-7(6H)-yl)acetonitrile CN1C(N(C=2N=C(N(C2C1=O)CC#N)SC)C)=O